FC(OC1=CC=C(C=C1)S(=O)(=O)N1[C@H]2CC(C[C@@H]1CC2)NC(OC(C)(C)C)=O)F tert-butyl ((1R,3s,5S)-8-((4-(Difluoromethoxy)phenyl)sulfonyl)-8-azabicyclo[3.2.1]octan-3-yl)carbamate